N\C(=C(\C#N)/C(=O)C=1N=CSC1)\C1=CC(=C(C(=C1)[N+](=O)[O-])OC)OC (Z)-3-amino-3-(3,4-dimethoxy-5-nitrophenyl)-2-(thiazole-4-carbonyl)acrylonitrile